3,5-Bis(aminomethyl)-benzoic acid NCC=1C=C(C(=O)O)C=C(C1)CN